C(CCCCCCCCCCCCCCCCCCCCC)OC(CCCCCCCC)=O.CC1(C(N(C2=CC=CC=C12)C1CCN(CC1)C([C@H](CCC1=CC=CC=C1)NC(=O)[C@H]1CNCCC1)=O)=O)C (R)-N-((S)-1-(4-(3,3-dimethyl-2-oxoindol-1-yl)piperidin-1-yl)-1-oxo-4-phenylbutan-2-yl)piperidine-3-carboxamide n-docosyl-nonanate